COC(C1=CC(=C(C=C1)N)P(=O)(C)C)=O 4-amino-3-(dimethylphosphoryl)benzoic acid methyl ester